tert-Butyl (2R,5S)-4-(1-(4-(bis(4-methoxybenzyl)amino)-6-isopropylpyrimidin-5-yl)-6,7-dichloro-2-oxo-1,2-dihydropyrido[2,3-d]pyrimidin-4-yl)-2,5-dimethylpiperazine-1-carboxylate COC1=CC=C(CN(C2=NC=NC(=C2N2C(N=C(C3=C2N=C(C(=C3)Cl)Cl)N3C[C@H](N(C[C@@H]3C)C(=O)OC(C)(C)C)C)=O)C(C)C)CC3=CC=C(C=C3)OC)C=C1